4-(4-((3-(3,3-dimethylmorpholino)azetidin-1-yl)methyl)benzylamino)-2-(2,6-dioxopiperidin-3-yl)isoindoline-1,3-dione CC1(COCCN1C1CN(C1)CC1=CC=C(CNC2=C3C(N(C(C3=CC=C2)=O)C2C(NC(CC2)=O)=O)=O)C=C1)C